3-chloro-N-(6-methylpyridin-2-yl)-5-(4-methyl-pyridin-3-yl)benzamide ClC=1C=C(C(=O)NC2=NC(=CC=C2)C)C=C(C1)C=1C=NC=CC1C